(2R)-1-(benzyloxy)-3-[4-(morpholin-4-yl)phenyl]-1-oxopropan-2-yl (2S)-2-[[(tert-butoxy)carbonyl](methyl)amino]-4,4-dimethylpentanoate C(C)(C)(C)OC(=O)N([C@H](C(=O)O[C@@H](C(=O)OCC1=CC=CC=C1)CC1=CC=C(C=C1)N1CCOCC1)CC(C)(C)C)C